C(C)(=O)C1=NC=CC2=C(C=CC=C12)N1N=CC(=C1C(F)(F)F)C(=O)NC=1C=NC(=C(C1)Cl)N1N=CC=N1 1-(1-Acetylisochinolin-5-yl)-N-(5-chloro-6-(2H-1,2,3-triazol-2-yl)pyridin-3-yl)-5-(trifluoromethyl)-1H-pyrazol-4-carboxamid